C(C)N1N=C2N=C(C=NC2=C1)N[C@@H](C)C=1C=C(C=CC1)NC(C1=CC(=C(C=C1)CN1CCN(CC1)C)C(F)(F)F)=O (S)-N-(3-(1-((2-ethyl-2H-pyrazolo[3,4-b]pyrazin-6-yl)amino)ethyl)phenyl)-4-((4-methylpiperazin-1-yl)methyl)-3-(trifluoromethyl)benzamide